tris(perfluoronaphthyl) borate B(OC1=C(C(=C(C2=C(C(=C(C(=C12)F)F)F)F)F)F)F)(OC1=C(C(=C(C2=C(C(=C(C(=C12)F)F)F)F)F)F)F)OC1=C(C(=C(C2=C(C(=C(C(=C12)F)F)F)F)F)F)F